CC1C[C@H](NO1)C1=CC=C(C#N)C=C1 4-[(3S)-5-methyl-1,2-oxazolidin-3-yl]benzonitrile